ClC=1C(=NC=CN1)SCCC(C#N)C#N 2-[2-(3-chloropyrazin-2-yl)sulfanylethyl]propanedinitrile